2,2-difluoro-7-azaspiro[3.5]nonane FC1(CC2(C1)CCNCC2)F